[rac-2-[(6-chloropyrazolo[3,4-d]pyrimidin-1-yl)methyl]cyclohexyl]methanol ClC1=NC=C2C(=N1)N(N=C2)CC2C(CCCC2)CO